CN1N=C(C=C1C(=O)OCCCCCCCC#C)COCCCCCCCC#C non-8-yn-1-yl 1-methyl-3-((non-8-yn-1-yloxy)methyl)-1H-pyrazole-5-carboxylate